methyl 3-[(4-bromo-2-fluorophenyl) (carbamoyl)amino]propanoate BrC1=CC(=C(C=C1)N(CCC(=O)OC)C(N)=O)F